2'-chloro-N-{5-[(4-hydroxycyclohexyl)(methyl)carbamoyl]-1,3,4-thiadiazol-2-yl}-5'-methoxy-6-methyl-[4,4'-bipyridine]-3-carboxamide ClC1=NC=C(C(=C1)C1=C(C=NC(=C1)C)C(=O)NC=1SC(=NN1)C(N(C)C1CCC(CC1)O)=O)OC